FC1=CC=C(C=C1)NC1CN(C1)C1=CC=C(C=N1)C=1C=2N(C=C(C1)OCC(C)(C)O)N=CC2C#N 4-(6-(3-((4-fluorophenyl)amino)azetidin-1-yl)pyridin-3-yl)-6-(2-hydroxy-2-methylpropoxy)pyrazolo[1,5-a]pyridine-3-carbonitrile